3-(3-cyano-6-(1-methyl-1H-pyrazol-4-yl)pyrazolo[1,5-a]pyridin-4-yl)-2,5-dihydro-1H-pyrrole-1-carboxylic acid tert-butyl ester C(C)(C)(C)OC(=O)N1CC(=CC1)C=1C=2N(C=C(C1)C=1C=NN(C1)C)N=CC2C#N